N-(4'-amino-3,3'-dimethyl-[1,1'-biphenyl]-4-yl)-2-azidoacetamide NC1=C(C=C(C=C1)C1=CC(=C(C=C1)NC(CN=[N+]=[N-])=O)C)C